FC1=C(C=O)C(=CC(=C1)OCC1=CC=C(C=C1)OC)O 2-fluoro-6-hydroxy-4-((4-methoxybenzyl)oxy)benzaldehyde